C(C)(=O)[O-].C(C)(=O)[O-].[Pd+2].C1(=CC=CC=C1)S(=O)CCS(=O)C1=CC=CC=C1.[Pd+2] palladium (1,2-bis(benzenesulfinyl)ethane) palladium diacetate